NCCC1=CC=C(C=C1)S(=O)(=O)F 4-(2-aminoethyl)-benzene-sulfonyl fluoride